CN1C(CCC2=CC(=CC=C12)B1OC(C)(C)C(C)(C)O1)=O (1-methyl-2-oxo-1,2,3,4-tetrahydroquinolin-6-yl)boronic acid pinacol ester